ClC1=NN(C=C1C1=NC=CC(=N1)NC=1N=CC2=C(C=CC(=C2C1)C(C)C)N1[C@@H]([C@H](C1)CS(=O)(=O)C)C)C1CC(C1)N(C)C N-(2-(3-chloro-1-(3-(dimethylamino)cyclobutyl)-1H-pyrazol-4-yl)pyrimidin-4-yl)-5-isopropyl-8-((2R,3S)-2-methyl-3-((methanesulfonyl)methyl)azetidin-1-yl)isoquinolin-3-amine